FC1=C(C(=C(C=C1)[N+](=O)[O-])[N+](=O)[O-])[N+](=O)[O-] 1-fluoro-2,4-dinitronitrobenzene